C(C)(C)(C)C1=NC(=C(C(=O)NC2=CC(=NC=C2)S(N)(=O)=O)C=C1C(F)(F)F)N1CCC(CC1)(F)F tert-butyl-2-(4,4-difluoropiperidin-1-yl)-N-(2-sulfamylpyridin-4-yl)-5-(trifluoromethyl)nicotinamide